2-(3-(4-(difluoromethyl)-4-hydroxypiperidine-1-carbonyl)-4,5,6,7-tetrahydro-1H-indazol-1-yl)-1-(4-(o-tolyloxy)piperidin-1-yl)ethanone FC(C1(CCN(CC1)C(=O)C1=NN(C=2CCCCC12)CC(=O)N1CCC(CC1)OC1=C(C=CC=C1)C)O)F